C(=C)C1CC(OC1)=O 4-vinyldihydro-2(3H)-furanone